ClC1=CC=C2C(=CNC2=C1)CC(=O)N1CC2C(C(C1)C(=O)N[C@H](C(=O)NC)[C@@H](C)OCC1CCCCC1)CN(C2)C(C2=CC=C(C=C2)OC2CC2)=O 5-(2-(6-chloro-1H-indol-3-yl)acetyl)-N-((2S,3R)-3-(cyclohexylmethoxy)-1-(methylamino)-1-oxobutan-2-yl)-2-(4-cyclopropoxybenzoyl)octahydro-1H-pyrrolo[3,4-c]pyridine-7-carboxamide